N-[(2-amino-5-bromo-phenyl)methyl]oxetane-3-carboxamide NC1=C(C=C(C=C1)Br)CNC(=O)C1COC1